BrC=1C=C(C=CC1OC(F)(F)F)N1C=NC(=C1)C=1C=CN2N=C(N=C(C21)N)Cl (1-(3-bromo-4-(trifluoromethoxy)phenyl)-1H-imidazol-4-yl)-2-chloropyrrolo[2,1-f][1,2,4]triazin-4-amine